N1=C(N=CC(=C1)[C@H]1[C@@H](C1)C=1C=C(C(=C(C1)N1C[C@@H](CC1)O)F)F)C1=NC=CC=N1 trans-(3R)-1-(5-(2-([2,2'-Bipyrimidin]-5-yl)cyclopropyl)-2,3-difluorophenyl)pyrrolidin-3-ol